O=C1NC(CCC1N1C(C2=C3C(C(=CC=C13)C1CCN(CC1)CC(=O)OC(C)(C)C)=CC=C2)=O)=O tert-butyl 2-[4-[1-(2,6-dioxo-3-piperidyl)-2-oxo-benzo[cd]indol-6-yl]-1-piperidyl]acetate